NC1=NC=CC2=C(C=CC=C12)C=1C=C2C(CC3(CCN(CC3)S(=O)(=O)C)C2=CC1)OC1=C(C(=CC=C1)C)CC(=O)O 2-((5-(1-aminoisoquinolin-5-yl)-1'-(methylsulfonyl)-2,3-dihydrospiro[indene-1,4'-piperidin]-3-yloxy)-6-methylphenyl)acetic acid